(2-fluorophenyl)6-[(2-fluorophenyl)amino](1,2,5-oxadiazolo[3,4-e]pyrazin-5-yl)amine FC1=C(C=CC=C1)NC1=NC=2C(N=C1NC1=C(C=CC=C1)F)=NON2